1-((1-benzyl-5-methyl-1H-pyrazol-4-yl)methyl)-5-vinylpyridin-2(1H)-one C(C1=CC=CC=C1)N1N=CC(=C1C)CN1C(C=CC(=C1)C=C)=O